tert-butyl (S)-4-(2-((5-(5-methyl-2-(2-methylazetidin-1-yl)-6-(trifluoromethyl)pyrimidin-4-yl)pyridin-2-yl)oxy)acetyl)piperazin-1-carboxylate CC=1C(=NC(=NC1C(F)(F)F)N1[C@H](CC1)C)C=1C=CC(=NC1)OCC(=O)N1CCN(CC1)C(=O)OC(C)(C)C